FC1(OC2=C(O1)C=C(C(=C2C(C)C)CC(=O)N=[S@](=O)(C2=CN=C(S2)C(C)(C)O)NC(OC(C)(C)C)=O)C(C)C)F Tert-butyl (R)-(N-(2-(2,2-difluoro-4,6-diisopropylbenzo[d][1,3]dioxol-5-yl)acetyl)-2-(2-hydroxypropan-2-yl)thiazole-5-sulfonimidoyl)carbamate